FC(CN1N=CC=2C1=NC(=CN2)N2CCC1(CC(C1)COC=1C(=NC=CC1)C(F)(F)F)CC2)F 7-[1-(2,2-difluoroethyl)-1H-pyrazolo[3,4-b]pyrazin-6-yl]-2-({[2-(trifluoromethyl)pyridin-3-yl]oxy}methyl)-7-azaspiro[3.5]nonane